ClC1=NC=CC(=C1Cl)NC1=CC2=C(N(C(N2CC[C@@H](C)O)=O)C)C=C1 5-[(2,3-dichloro-4-pyridinyl)amino]-3-[(3R)-3-hydroxybutyl]-1-methyl-benzimidazol-2-one